FC(C)(F)C1=NC(=NC=C1)N1N=C(C=2C=NC(=CC21)NC(=O)C2C(C2)F)N2CCOCC2 N-(1-(4-(1,1-difluoroethyl)pyrimidin-2-yl)-3-morpholino-1H-pyrazolo[4,3-c]pyridin-6-yl)-2-fluorocyclopropane-1-carboxamide